FC(OC=1C=C(OC=2C=CC=C3C[C@H](C(N(C23)C)=O)NC(=O)N)C=CC1)F ((3R)-8-(3-(difluoromethoxy)phenoxy)-1-methyl-2-oxo-1,2,3,4-tetrahydroquinolin-3-yl)urea